C(C)(C)(C)OC(=O)N1CCC(CC1)B1OC(C)(C)C(C)(C)O1 N-t-butoxycarbonyl-piperidine-4-boronic acid pinacol ester